(+-)-trans-N-(3-benzylphenyl)-4-phenylpyrrolidine-3-carboxamide hydrochloride Cl.C(C1=CC=CC=C1)C=1C=C(C=CC1)NC(=O)[C@@H]1CNC[C@H]1C1=CC=CC=C1 |r|